CC(=CCC/C(=C/CC1=C(C2=C(C=C1O)OC(=C(C2=O)O)C3=CC=C(C=C3)O)O)/C)C The molecule is a tetrahydroxyflavone that is flavone substituted by hydroxy groups at positions 3, 5, 7 and 4' and a geranyl group at position 6. It has been isolated from Macaranga bicolor. It has a role as a plant metabolite. It is a tetrahydroxyflavone and a 7-hydroxyflavonol.